Di-n-butyl 2-chlorophenyl phosphate P(=O)(OCCCC)(OCCCC)OC1=C(C=CC=C1)Cl